C12C3C(CC(C2C2CCC1C2)C3)CC(S(=O)(=O)[O-])(F)F 2-(tetracyclo[4.4.0.12,5.17,10]dodecan-3-yl)-1,1-difluoroethanesulfonate